cupric bromide tetrahydrate O.O.O.O.[Cu](Br)Br